methyl 4-formyl-5-nitropyridinecarboxylate C(=O)C1=CC(=NC=C1[N+](=O)[O-])C(=O)OC